O=C(CC=1OC2=C(C(C1)=O)C(=CC(=C2)O)C)C 2-(2-oxopropyl)-7-hydroxy-5-methyl-4H-1-benzopyran-4-one